ClC1=C2CC(C3(C2=CC=C1Cl)CCC(CC3)(C(=O)OC)NC3=CC(=CC=C3)Cl)C[C@H](CO)C methyl (1r,4R)-4',5'-dichloro-4-(3-chloroanilino)-2'-[(2R)-3-hydroxy-2-methylpropyl]-2',3'-dihydrospiro[cyclohexane-1,1'-indene]-4-carboxylate